C([C@@H]([C@@H]([C@@H](COP(=O)([O-])[O-])O)O)O)NC1=C(C(=O)NC(=N1)N)N The molecule is the dianion resulting from the removal of two protons from the phosphate group of 2,5-diamino-6-(1-D-ribitylamino)pyrimidin-4(3H)-one 5'-phosphate. It is an organophosphate oxoanion, an aminopyrimidine, a pyrimidone, a N-glycosyl compound and a ribitol phosphate. It is a conjugate base of a 2,5-diamino-6-(5-phosphono)ribitylamino-4(3H)-pyrimidinone.